O=C1NC(CCC1C1=NN(C2=CC=CC=C12)C)=O 3-(2,6-dioxopiperidin-3-yl)-1-methyl-1H-indazol